N1N=NC=2N=C(N=CC21)C=2C=CC(=C(C(=O)O)C2)F 5-(1H-[1,2,3]triazolo[4,5-d]pyrimidin-5-yl)-2-fluorobenzoic acid